NC([C@H](CCC(=O)OC(C)(C)C)N1C(C2=CC=C(C=C2C1)OCC1=CC=C(C=C1)CN1CCC(CC1)NC(=O)OC(C)(C)C)=O)=O tert-butyl (S)-5-amino-4-(5-((4-((4-((tert-butoxycarbonyl) amino) piperidin-1-yl) methyl) benzyl) oxy)-1-oxoisoindolin-2-yl)-5-oxopentanoate